[1-({(5R)-2-[4-(5-chloropyrimidin-2-yl)piperidin-1-yl]-5-oxido-6,7-dihydrothieno[3,2-d]pyrimidin-4-yl}amino)cyclobutyl]methanol ClC=1C=NC(=NC1)C1CCN(CC1)C=1N=C(C2=C(N1)CC[S@]2=O)NC2(CCC2)CO